OCC1CCC(CC1)CN(CCCCCCCC(=O)N(CCCCCCCCCC)CCCCCCCCCC)CCCCCCCC(=O)N(CCCCCCCCCC)CCCCCCCCCC 8,8'-((((1S,4S)-4-(hydroxymethyl)-cyclohexyl)methyl)-azanediyl)bis(N,N-didecyloctanamide)